CC(CCC(C)C)NC1=CC=C(C=C1)NC1=CC=CC=C1 N-(1,4-dimethyl-pentyl)-N'-phenyl-1,4-phenylenediamine